2-(2-Bromophenyl)-N-(2-(1,3-dioxoisoindolin-2-yl)ethyl)ethane-1-sulfonamide BrC1=C(C=CC=C1)CCS(=O)(=O)NCCN1C(C2=CC=CC=C2C1=O)=O